FC1(CN(C[C@@H]1O)C(=O)OC(C)(C)C)F tert-butyl (S)-3,3-difluoro-4-hydroxypyrrolidine-1-carboxylate